C(C(C)C)C1CCN(CC1)S(=O)(=O)C1=CC=C(C=C1)NC(=O)C=1C=C(CN2CC(C2)CNC(OC(C)(C)C)=O)C=CC1N(S(=O)(=O)C)C tert-butyl ((1-(3-((4-((4-isobutylpiperidin-1-yl)sulfonyl)phenyl)carbamoyl)-4-(N-methylmethylsulfonamido)benzyl)azetidin-3-yl)methyl)carbamate